sodium 5-(6-acetoxypyridin-3-yl)-3-(2,4-difluorophenyl)-2-methylpyrazolo[1,5-a]pyrimidine-7-carboxylate C(C)(=O)OC1=CC=C(C=N1)C1=NC=2N(C(=C1)C(=O)[O-])N=C(C2C2=C(C=C(C=C2)F)F)C.[Na+]